NC1=NC=2C=NC(=CC2C2=C1COC2)C(=O)N(C)[C@@H]2COC1=C2C(=CC(=C1)C(F)(F)F)F 4-amino-N-((3S)-4-fluoro-6-(trifluoromethyl)-2,3-dihydro-1-benzofuran-3-yl)-N-methyl-1,3-dihydrofuro[3,4-c][1,7]naphthyridine-8-carboxamide